2-((4,4-difluoropiperidin-1-yl)methyl)-6-(piperidin-4-yloxy)pyridine TFA salt OC(=O)C(F)(F)F.FC1(CCN(CC1)CC1=NC(=CC=C1)OC1CCNCC1)F